(E)-4-(dimethylamino)-N-[3-[[6-(4-hydroxyphenyl)-1H-indazol-4-yl]oxymethyl]cyclobutyl]but-2-enamide CN(C/C=C/C(=O)NC1CC(C1)COC1=C2C=NNC2=CC(=C1)C1=CC=C(C=C1)O)C